FC(CN1N=CC=2C1=NC(=CN2)N2CCC1(CCC(C1)OC1=NC(=CC=C1)C(F)(F)F)CC2)F 8-[1-(2,2-difluoroethyl)-1H-pyrazolo[3,4-b]pyrazin-6-yl]-2-{[6-(trifluoromethyl)pyridin-2-yl]oxy}-8-azaspiro[4.5]decane